(R)-3-iodo-7-((2-methylmorpholinyl)methyl)-9-(trifluoromethyl)-4H-pyrido[1,2-a]pyrimidin-4-one IC1=CN=C2N(C1=O)C=C(C=C2C(F)(F)F)CN2C[C@H](OCC2)C